FC(CC1=C(C2=C(C=3C(=NNC3C=C2)F)CCC1)C1=CC=C(C=C1)N1CCC(CC1)CN1CCN(CC1)C=1C=C2CN(C(C2=CC1)=O)[C@@H]1C(NC(CC1)=O)=O)F (S)-3-(5-(4-((1-(4-(7-(2,2-difluoroethyl)-1-fluoro-3,8,9,10-tetrahydrocyclohepta[e]indazol-6-yl)phenyl)piperidin-4-yl)methyl)piperazin-1-yl)-1-oxoisoindolin-2-yl)piperidine-2,6-dione